N[C@H]1[C@@H](C1)C1=CC=C(C=C1)NC(C1=CC=C(C=C1)N1CCN(CC1)C)=O N-[4-[(trans)-2-aminocyclopropyl]phenyl]-4-(4-methylpiperazin-1-yl)benzamide